octahydropyrrolo[1,2-a][1,5]diazocine-6(1H)-one C1C2N(C(CCNC1)=O)CCC2